dixylyl sulfone CC1=C(C(=CC=C1)S(=O)(=O)C2=CC=CC(=C2C)C)C